C(C)OC1=C(C=CC(=C1)OCC)C1=NC(=CC(=C1)C1=CC=C(C=C1)N(C1=CC=C(C=C1)CC)C1=CC=C(C=C1)CC)C1=C(C=C(C=C1)OCC)OCC 2,6-bis(2,4-diethyloxyphenyl)-4-(4-bis(4-ethylphenyl)aminophenyl)pyridine